C1(CCCCCCC1)C(C1=NC2=C(N1)C=CC(=C2F)C2=CCCCN2C(=O)OC(C)(C)C)NC(=O)C=2C(=NOC2)C tert-Butyl 6-(2-{cyclooctyl[(3-methylisoxazole-4-carbonyl)amino]methyl}-4-fluoro-1H-benzimidazol-5-yl)-3,4-dihydro-2H-pyridine-1-carboxylate